ClC1(C(C(=O)NN2N(C=NN2)C)C=CC(C1OCC)(S(=O)(=O)C)S(=O)(=O)C)C 2-chloro-3-ethoxy-4-(methylsulfonyl)-N-(1-methyl-1H-tetrazol-2-yl)-2-methyl-4-(methylsulfonyl)benzamide